N1(C2=C(OCC1)N=CC=C2)C=2C=NC=1CCN(CC1C2)C2=C(C=C(N=N2)C#N)C 6-(3-(2,3-dihydro-1H-pyrido[2,3-b][1,4]oxazin-1-yl)-7,8-dihydro-1,6-naphthyridin-6(5H)-yl)-5-methylpyridazine-3-carbonitrile